ClC=1C=C2C(=NN1)NC[C@@]1(N2C[C@@H](C1)OC1=NC=2CCN(CC2C=C1)C(=O)OC(C)(C)C)C(F)F tert-butyl 2-(((6aR,8R)-2-chloro-6a-(difluoromethyl)-5,6,6a,7,8,9-hexahydro-pyrrolo[1',2':4,5]pyrazino[2,3-c]pyridazin-8-yl)oxy)-7,8-dihydro-1,6-naphthyridine-6(5H)-carboxylate